Cl.CCCCCCCC(CC)NN Dec-8-ylhydrazine hydrochloride